2-[3-amino-2-hydrazin-ylidene-1,3-diazinan-1-yl]-3-methylbutanoic acid NN1C(N(CCC1)C(C(=O)O)C(C)C)=NN